tert-Butyl (2S)-2-(((tert-butyldiphenylsilyl)oxy)methyl)-4-cyano-6-oxoazepane-1-carboxylate [Si](C1=CC=CC=C1)(C1=CC=CC=C1)(C(C)(C)C)OC[C@H]1N(CC(CC(C1)C#N)=O)C(=O)OC(C)(C)C